lithium 4-bromo-1-{[2-(trimethylsilyl)ethoxy]methyl}-1H-pyrrolo[2,3-b]pyridine-3-carboxylate BrC1=C2C(=NC=C1)N(C=C2C(=O)[O-])COCC[Si](C)(C)C.[Li+]